[4-(2-pyridyl)triazol-2-yl]pyrimidine N1=C(C=CC=C1)C1=NN(N=C1)C1=NC=CC=N1